ClC=1C=C(C(=NC1)C(C1COCC1)NC(OC(C)(C)C)=O)CCl tert-butyl ((5-chloro-3-(chloromethyl)pyridin-2-yl)(tetrahydrofuran-3-yl)methyl)carbamate